FC=1C=C(C(=O)NC=2C=CC(=C(C2)B(O)O)C)C=C(C1)C(F)(F)F (5-(3-fluoro-5-(trifluoromethyl)benzamido)-2-methylphenyl)boronic acid